6-chloro-N-cycloheptyl-1H-pyrazolo[3,4-d]pyrimidin-4-amine ClC1=NC(=C2C(=N1)NN=C2)NC2CCCCCC2